[6-[(5-chloro-3-pyridyl)methyl]-2-azaspiro[3.3]heptan-2-yl]-[6-(5-cyclopropyl-4H-1,2,4-triazol-3-yl)-2-azaspiro[3.3]heptan-2-yl]methanone ClC=1C=C(C=NC1)CC1CC2(CN(C2)C(=O)N2CC3(C2)CC(C3)C3=NN=C(N3)C3CC3)C1